N-(4-amino-1H-pyrazolo[4,3-c]pyridin-7-yl)-2-((2R,5S)-2-(3-(2-(dimethylamino)ethoxy)phenyl)-5-methylpiperidin-1-yl)-2-oxoacetamide NC1=NC=C(C2=C1C=NN2)NC(C(=O)N2[C@H](CC[C@@H](C2)C)C2=CC(=CC=C2)OCCN(C)C)=O